CC(CCCCCC/C(/C(=O)O)=C/C(=O)O)C.C(\C=C/C(=O)O)(=O)OCCCCCCC(C)C Monoisononyl maleate (mono-7-methyloctyl maleate)